O=S1(N(C(C2=C1C=CC=C2)=O)CCCCN2CCN(CC2)C2=C1C=C(NC1=CC=C2)C(=O)OC)=O methyl 4-[4-[4-(1,1,3-trioxo-1,2-benzothiazol-2-yl)butyl]piperazin-1-yl]-1H-indole-2-carboxylate